C1(CC1)C(C1=CC=NC=C1)NC(CCC(F)(F)F)=O 4-(cyclopropyl(4,4,4-trifluorobutanamido)methyl)pyridin